F[C@H]1CN(CCC1)C1=C(C=C(C=C1)C(F)(F)F)NS(=O)(=O)C=1C=C(C(=O)OC)C=CC1OC (R)-methyl 3-(N-(2-(3-fluoropiperidin-1-yl)-5-(trifluoromethyl) phenyl) sulfamoyl)-4-methoxybenzoate